FC1=CC(=C(C=C1)C1=NOC(=N1)C1CC12C(CN(CC2)S(=O)(=O)N)C)C(F)(F)F 1-{3-[4-fluoro-2-(trifluoromethyl)phenyl]-1,2,4-oxadiazol-5-yl}-4-methyl-6-azaspiro[2.5]octane-6-sulfonamide